di(2-hexyl) phenyl phosphate P(=O)(OC(C)CCCC)(OC(C)CCCC)OC1=CC=CC=C1